ClC1=NC(=CC(=C1)Cl)C 2,4-dichloro-6-methylpyridine